N(=[N+]=[N-])[C@@H]1CN(CC[C@H]1OCOC)C(=O)OC(C)(C)C (3R,4R)-tert-Butyl 3-azido-4-(methoxy-methoxy)piperidine-1-carboxylate